ethyl 2-(1-amino-4-(3-(2-azidoethoxy) phenyl)-3-phenyl-1H-pyrrol-2-yl)-2-oxoacetate NN1C(=C(C(=C1)C1=CC(=CC=C1)OCCN=[N+]=[N-])C1=CC=CC=C1)C(C(=O)OCC)=O